3-(5-Oxo-4,5-dihydro-1,2,4-oxadiazol-3-yl)benzonitrile O=C1NC(=NO1)C=1C=C(C#N)C=CC1